isopropyl orthoacetate C(C)(OC(C)C)([O-])[O-]